2-chloro-5-(((E)-2-((E)-1-nitro-3-(4-nitrophenyl)allylidene)imidazolidin-1-yl)methyl)pyridine ClC1=NC=C(C=C1)CN1/C(/NCC1)=C(\C=C\C1=CC=C(C=C1)[N+](=O)[O-])/[N+](=O)[O-]